N-methyl-N-isopropyllactamide CN(C(C(O)C)=O)C(C)C